bisdiphenylphosphinoethane C1(=CC=CC=C1)P(C1=CC=CC=C1)C(C)P(C1=CC=CC=C1)C1=CC=CC=C1